CS(=O)(=O)OCCCC1CC2(C1)CCN(CC2)CC2CCC(CC2)N2N=C1C=C(C(=CC1=C2)NC(=O)C2=NC(=CC=C2)C(F)(F)F)OC 3-[7-[[4-[6-Methoxy-5-[[6-(trifluoromethyl)pyridine-2-carbonyl]amino]indazol-2-yl] cyclohexyl]methyl]-7-azaspiro[3.5]nonan-2-yl]propyl methanesulfonate